trans-4-((3-(1-Isopropyl-1H-pyrazol-4-yl)phenyl)(((trans)-4-(4-methoxy-3-methylphenyl) cyclohexyl)methyl) carbamoyl)cyclohexyl (2,2-difluoro-3-hydroxypropyl)carbamate FC(CNC(O[C@@H]1CC[C@H](CC1)C(N(C[C@@H]1CC[C@H](CC1)C1=CC(=C(C=C1)OC)C)C1=CC(=CC=C1)C=1C=NN(C1)C(C)C)=O)=O)(CO)F